4-bromo-3-(2-fluorophenyl)-1H-pyrazole BrC=1C(=NNC1)C1=C(C=CC=C1)F